(6-formylpyridin-3-yl)boric acid C(=O)C1=CC=C(C=N1)OB(O)O